FC=1C=C2N=CC=3N(C(N4C(COC(=C2C34)C1C=1C=NN(C1)C)C1=CC=C(C=C1)F)=O)C 6-Fluoro-10-(4-fluorophenyl)-2-methyl-7-(1-methyl-1H-pyrazol-4-yl)-9,10-dihydro-8-Oxa-2,4,10a-triazanaphtho[2,1,8-cde]azulene-1(2H)-one